COC=1C=C(C(=C(C1O)O)C)C=1N(C2=CC=CC=C2C1)C1(COC1)C 6-methoxy-3-methyl-4-(1-(3-methyloxetan-3-yl)-1H-indol-2-yl)benzene-1,2-diol